6,7-dihydro[1,3]thiazolo[4,5-c]pyridine-5(4H)-carboxylate S1C=NC=2CN(CCC21)C(=O)[O-]